sodium 3-[(2,3-dihydrothieno[3,4-b][1,4]dioxin-2-yl)methoxy]-1-methyl-1-propanesulfonate O1C=2C(OCC1COCCC(S(=O)(=O)[O-])C)=CSC2.[Na+]